2-(4-(aminomethyl)piperidine-1-carbonyl)-5-((3-(4-(difluoromethoxy)phenyl)imidazo[1,2-a]pyrazin-8-yl)amino)benzonitrile NCC1CCN(CC1)C(=O)C1=C(C#N)C=C(C=C1)NC=1C=2N(C=CN1)C(=CN2)C2=CC=C(C=C2)OC(F)F